N-(3-chloro-4-fluorophenyl)-N-{4-[2-(2,6-dichlorophenyl)acetamido]pyridin-2-yl}acetamide ClC=1C=C(C=CC1F)N(C(C)=O)C1=NC=CC(=C1)NC(CC1=C(C=CC=C1Cl)Cl)=O